C(#N)C1=CC(=NC=C1)OCC1C2CN(C(C1)C2)C(=O)OC(C)(C)C tert-butyl 5-(((4-cyanopyridin-2-yl)oxy)methyl)-2-azabicyclo[2.2.1]heptane-2-carboxylate